2-((4-methylbenzyl)thio)-1H-benzo[d]imidazole CC1=CC=C(CSC2=NC3=C(N2)C=CC=C3)C=C1